C[C@]12[C@H]3CC[C@]4(CCC[C@H]4[C@@H]3C(C=C2C[C@H](CC1)OC(CCCC(=O)O)=O)[C@H](C)CCCC(C)C)C 5-(((3S,8S,9S,10R,13R,14S,17R)-10,13-Dimethyl-l-7-((R)-6-methylheptan-2-yl)-2,3,4,7,8,9,10,11,12,13,14,15,16,17-tetradecahydro-1H-cyclopenta[a]phenanthren-3-yl)oxy)-5-oxopentanoic acid